C(C1=CC=CC=C1)(=O)OC[C@]12CCCN2[C@@H](CC1)CO[Si](C)(C)C(C)(C)C ((3S,7aS)-3-(((tert-butyldimethylsilyl)oxy)methyl)tetrahydro-1H-pyrrolizin-7a(5H)-yl)methyl benzoate